tert-butyl (3-formyl-4'-methoxy-6'-methyl[2,3'-bipyridin]-4-yl)carbamate C(=O)C=1C(=NC=CC1NC(OC(C)(C)C)=O)C=1C=NC(=CC1OC)C